5-oxo-5,6-dihydropyridine-1(2H)-carboxylic acid tert-butyl ester C(C)(C)(C)OC(=O)N1CC=CC(C1)=O